1-(3-chloro-2-fluorophenyl)-3-[2-hydroxy-1-[2-(2,2,2-trifluoroethoxy)pyridin-4-yl]ethyl]urea ClC=1C(=C(C=CC1)NC(=O)NC(CO)C1=CC(=NC=C1)OCC(F)(F)F)F